8-methyl-8-carboxy-n-propyltetracyclo[4.4.0.12,5.17,10]-3-dodecene CC1(C2C3C4C=CC(C3(C(C1)C2)CCC)C4)C(=O)O